2-((1S,2S)-2-aminocyclohexyl)-5-chloro-3-methyl-N-(thiophen-2-ylmethyl)thieno[3,2-b]pyridin-7-amine formate C(=O)O.N[C@@H]1[C@H](CCCC1)C1=C(C2=NC(=CC(=C2S1)NCC=1SC=CC1)Cl)C